N,N-dimethyl-azidoethyl-amine CN(C)CCN=[N+]=[N-]